methyl 2-chloro-4-((2-methyl-5-(trifluoromethyl)benzofuran-7-yl)oxy)benzoate ClC1=C(C(=O)OC)C=CC(=C1)OC1=CC(=CC=2C=C(OC21)C)C(F)(F)F